3-(3,4-dimethoxyphenyl)-2,5-dimethyl-N-(2-pyridylmethyl)pyrazolo[1,5-a]pyrimidin-7-amine COC=1C=C(C=CC1OC)C=1C(=NN2C1N=C(C=C2NCC2=NC=CC=C2)C)C